rac-(1R,2S,4R,5R)-5-aminobicyclo[2.2.1]heptan-2-ol N[C@H]1[C@H]2C[C@@H]([C@@H](C1)C2)O |r|